naphthalen-2-yl sulfamate S(N)(OC1=CC2=CC=CC=C2C=C1)(=O)=O